alpha-methyl-N-[(1S)-1-methylpropyl]phenylethylamine CC(CC1=CC=CC=C1)N[C@H](CC)C